carbonic acid {[(3S)-4-[(3S)-1-{(1R)-1-[(methoxycarbonyl) oxy] ethyl}-2-oxopyrrolidin-3-yl]-3-({N-[(4-methoxy-1H-indol-2-yl) carbonyl]-L-leucyl} amino)-2-oxobutyl] oxy} methyl ester COC(OOCC([C@H](C[C@H]1C(N(CC1)[C@@H](C)OC(=O)OC)=O)NC([C@@H](NC(=O)C=1NC2=CC=CC(=C2C1)OC)CC(C)C)=O)=O)=O